ClC1=CC=C(C=C1)C=CC(C)=O 4-(p-chlorophenyl)but-3-en-2-one